FC=1C=C(N)C=C(C1C1CCC(CC1)C)F 3,5-difluoro-4-(4-methylcyclohexyl)aniline